C(C)(C)C=1C(=NNC1C=1C=C(C=2N(C1)N=CN2)OC)C2=CC=C(C=C2)[C@H](C)N(C([C@H](C)NC)=O)C (S)-N-((S)-1-(4-(4-isopropyl-5-(8-methoxy-[1,2,4]triazolo[1,5-a]pyridin-6-yl)-1H-pyrazol-3-yl)phenyl)ethyl)-N-methyl-2-(methylamino)propionamide